C(C1=CC=CC=C1)OCC([2H])([2H])N(C(OC(C)(C)C)=O)C([2H])([2H])[2H] tert-butyl (2-(benzyloxy)ethyl-1,1-d2)(methyl-d3)carbamate